CC(CNC(OCC)=O)CC(CCNC(OCC)=O)(C)C 7,9,9-Trimethyl-3,14-dioxa-4,13-dioxo-5,12-diazahexadecan